5-chloro-2-{4-(phenanthrene-9-yl)phenyl}pyrimidine ClC=1C=NC(=NC1)C1=CC=C(C=C1)C=1C2=CC=CC=C2C=2C=CC=CC2C1